FC(OC=1C=C(C=CC1)C1=CC(=C(S1)C)C(=O)NC1=NC(=NS1)CC(C)(F)F)F 5-(3-(Difluoromethoxy)phenyl)-N-(3-(2,2-difluoropropyl)-1,2,4-thiadiazol-5-yl)-2-methyl-thiophene-3-carboxamide